[5-[2-(5-tert-butyl-1-methyl-benzoimidazol-2-yl)-3-(hydroxymethyl)-4-pyridinyl]-1-methyl-2-oxo-3-pyridinyl]Cyclopropanecarboxamide C(C)(C)(C)C1=CC2=C(N(C(=N2)C2=NC=CC(=C2CO)C=2C=C(C(N(C2)C)=O)C2(CC2)C(=O)N)C)C=C1